FC1=C(C=CC=C1)C1=NC=CC=C1N[C@H](C)C=1C=C(C=C2C(C(=C(OC12)C=1C=NC=CC1)C)=O)C 8-[(1R)-1-[[2-(2-Fluorophenyl)-3-pyridyl]amino]ethyl]-3,6-dimethyl-2-(3-pyridyl)chromen-4-one